CN1N=CC2=CC=CC(=C12)C#CC=1C=C(OC2=C(N=NN2)C(=O)[O-])C=CC1 5-(3-(2-(1-methyl-1H-indazol-7-yl) ethynyl) phenoxy)-1H-1,2,3-triazole-4-carboxylate